3-[3-(Piperazine-1-carbonyl)phenyl]-1-sulfamoyl-pyrrole-2-carboxylic acid N1(CCNCC1)C(=O)C=1C=C(C=CC1)C1=C(N(C=C1)S(N)(=O)=O)C(=O)O